3-(trans-4-((tert-butoxycarbonyl)amino)cyclohexyl)-3-oxopropanoic acid ethyl ester C(C)OC(CC(=O)[C@@H]1CC[C@H](CC1)NC(=O)OC(C)(C)C)=O